[Si](C)(C)(C(C)(C)C)OCCNC(C1=C(C=C(C=C1)Cl)[N+](=O)[O-])=O N-(2-((tert-Butyldimethylsilyl)oxy)ethyl)-4-chloro-2-nitrobenzamide